3-butyl-3-ethyl-8-hydroxy-2-(4-methoxybenzyl)-7-(methylthio)-5-phenyl-2,3,4,5-tetrahydro-1,2,5-benzothiadiazepine 1,1-dioxide C(CCC)C1(N(S(C2=C(N(C1)C1=CC=CC=C1)C=C(C(=C2)O)SC)(=O)=O)CC2=CC=C(C=C2)OC)CC